3-(3-(4-(trifluoromethoxy)phenoxy)-6-(trifluoromethyl)pyridazine-4-carboxamido)pyridine 1-oxide FC(OC1=CC=C(OC=2N=NC(=CC2C(=O)NC=2C=[N+](C=CC2)[O-])C(F)(F)F)C=C1)(F)F